2-vinyl-[1,2]oxazetidine C(=C)N1OCC1